para-chloro-L-phenylalanine ClC1=CC=C(C[C@H](N)C(=O)O)C=C1